(3-(1-(6-chloro-2-fluoro-4-formyl-3-methoxyphenoxy)-2,3-dihydro-1H-inden-4-yl)-2-methylphenyl)-1,5-dimethyl-4,5,6,7-tetrahydro-1H-imidazo[4,5-c]pyridine-2-carboxamide ClC1=CC(=C(C(=C1OC1CCC2=C(C=CC=C12)C=1C(=C(C=CC1)C1N(CCC2=C1N=C(N2C)C(=O)N)C)C)F)OC)C=O